BrC1=C2C=NN(C2=CC(=C1Cl)Cl)C1OCCCC1 4-bromo-5,6-dichloro-1-(tetrahydro-2H-pyran-2-yl)-1H-indazole